[Cl-].[Cl-].[Cl-].C(C)(C)O[Ti+3] monoisopropoxytitanium (IV) trichloride